2-azidoethoxy-α-D-mannopyranose N(=[N+]=[N-])CCO[C@@]1(O)[C@@H](O)[C@@H](O)[C@H](O)[C@H](O1)CO